2-(2-ethoxy-3-pyridinyl)-5-isopropyl-7-methyl-N-[(2-methyltriazol-4-yl)methyl]imidazo[1,5-b]pyridazin-4-amine C(C)OC1=NC=CC=C1C=1C=C(C=2N(N1)C(=NC2C(C)C)C)NCC2=NN(N=C2)C